BrC1=CC=C(C=C1)C(CCS(=O)(=N)CC[C@@H](C(=O)OC(C)(C)C)NC(=O)OC(C)(C)C)C(F)(F)F (2S)-tert-butyl 4-(3-(4-bromophenyl)-4,4,4-trifluorobutylsulfonimidoyl)-2-((tert-butoxycarbonyl)amino)butanoate